FC=1C=C(C=CC1OC1COCCC1)NC(=O)C=1N=C(OC1CC(F)(F)F)N1CCCC1 N-[3-fluoro-4-(oxan-3-yloxy)phenyl]-2-(pyrrolidin-1-yl)-5-(2,2,2-trifluoroethyl)oxazole-4-carboxamide